FC(C(C(C(C(C(F)(F)F)(F)F)(F)F)(F)F)(F)F)(O[Si](OC(C(C(C(C(C(F)(F)F)(F)F)(F)F)(F)F)(F)F)(F)F)(OC(C(C(C(C(C(F)(F)F)(F)F)(F)F)(F)F)(F)F)(F)F)C(C(C(C(C(C(C(C(C(C(F)(F)F)(F)F)(F)F)(F)F)(F)F)(F)F)(F)F)(F)F)(F)F)(F)F)F perfluorodecyl-trihexyloxysilane